bis[4-(dimethylsilyl)phenyl]ethene (2-(2,6-dioxopiperidin-3-yl)-3-oxoisoindolin-5-yl)methyl-(3-fluoro-4-(3-methyloxetan-3-yl)phenyl)carbamate O=C1NC(CCC1N1CC2=CC=C(C=C2C1=O)CN(C(O)=O)C1=CC(=C(C=C1)C1(COC1)C)F)=O.C[SiH](C1=CC=C(C=C1)C=CC1=CC=C(C=C1)[SiH](C)C)C